N-(5-Chloro-1H-pyrrolo[3,2-b]pyridin-3-yl)-5-(2-ethoxyvinyl)-1H-benzo[d]imidazol-2-amine ClC1=CC=C2C(=N1)C(=CN2)NC2=NC1=C(N2)C=CC(=C1)C=COCC